1-(6,7-dimethoxyquinazolin-4-yl)-N3-(4-(1-methylpiperidin-4-yl)phenyl)-1H-1,2,4-triazole-3,5-diamine COC=1C=C2C(=NC=NC2=CC1OC)N1N=C(N=C1N)NC1=CC=C(C=C1)C1CCN(CC1)C